1-methyl-(R)-3-aminopiperidine CN1C[C@@H](CCC1)N